(S)-N-((R or S)-(3-chloro-2,4-difluorophenyl)(1-(1-(trifluoromethyl)cyclopropyl)-piperidin-4-yl)methyl)-2-oxoimidazolidine-4-carboxamide ClC=1C(=C(C=CC1F)[C@H](NC(=O)[C@H]1NC(NC1)=O)C1CCN(CC1)C1(CC1)C(F)(F)F)F |o1:8|